n-octadecyl 3-(3'-methyl-5'-tert-butyl-4'-hydroxyphenyl)-propionate CC=1C=C(C=C(C1O)C(C)(C)C)CCC(=O)OCCCCCCCCCCCCCCCCCC